[N+](=O)([O-])C1=C(C=CC(=C1)C(F)(F)F)N1CC2(C1)OCCC2 2-(2-Nitro-4-(trifluoromethyl)phenyl)-5-oxa-2-azaspiro[3.4]octane